ClCC1=CC=C(C=C1)C=1NCCN1 2-(4-(chloromethyl)phenyl)-4,5-dihydro-1H-imidazole